N1C=C(C2=CC=CC=C12)C1=NN(C2=C1C=NC(=C2)C(=O)N2CC1CCC(C2)O1)CC(F)(F)F [3-(1H-Indol-3-yl)-1-(2,2,2-trifluoroethyl)pyrazolo[4,3-c]pyridin-6-yl]-(8-oxa-3-azabicyclo[3.2.1]octan-3-yl)methanon